1-[3-(ethylsulfanyl)-6-(trifluoromethyl)imidazo[1,2-a]pyridin-2-yl]-1H-pyrazol-4-ol C(C)SC1=C(N=C2N1C=C(C=C2)C(F)(F)F)N2N=CC(=C2)O